cyclobutyl (3-(5-fluoropyridin-3-yl)-4-methylphenyl)carbamate FC=1C=C(C=NC1)C=1C=C(C=CC1C)NC(OC1CCC1)=O